2-(4-Chlorophenyl)-1H-benzo[d]imidazole ClC1=CC=C(C=C1)C1=NC2=C(N1)C=CC=C2